CCCC[Sn](CCCC)CCCC.[OH] tri-n-butyltin oxide